C(#N)C1=CC=2C3=C(C=NC2C=C1)N=C(N3[C@H]3C[C@H](OCC3)C)CN3CC(CC3)C(=O)OC methyl 1-((8-cyano-1-((2R,4R)-2-methyltetrahydro-2H-pyran-4-yl)-1H-imidazo[4,5-c]quinolin-2-yl)methyl)pyrrolidine-3-carboxylate